CC1=CC=2C3=C(NC2C=C1C(=O)[O-])C(CC3)=O 7-methyl-3-oxo-1,2,3,4-tetrahydrocyclopenta[b]indole-6-carboxylate